3-(ethoxydimethylsilyl)propanal C(C)O[Si](CCC=O)(C)C